3-(1,2,3,5,6,7-hexahydro-s-indacen-4-yl)-1-[(1-methyl-1H-imidazol-4-yl)(oxan-4-yl)sulfamoyl]urea sodium salt [Na].C1CCC2=C(C=3CCCC3C=C12)NC(NS(N(C1CCOCC1)C=1N=CN(C1)C)(=O)=O)=O